C(C)(=O)NCC1=CC(=C(C=N1)COC1=CC=CC(=N1)C1=CC(=C(CC2=NC3=C(N2C[C@H]2OCC2)C=C(C=C3)C(=O)O)C=C1F)F)F (S)-2-(4-(6-((6-(acetamidomethyl)-4-fluoropyridin-3-yl)methoxy)pyridin-2-yl)-2,5-difluorobenzyl)-1-(oxetan-2-ylmethyl)-1H-benzo[d]imidazole-6-carboxylic acid